ClC=1C(=CC(=C(C1)S(=O)(=O)NC=1SC=CN1)F)N[C@H](C)C1=CC=CC=C1 (R)-5-chloro-2-fluoro-4-(1-phenylethylamino)-N-(thiazol-2-yl)benzenesulfonamide